C1(=CCCCC1)C(=O)[O-] CYCLOHEXENE-1-CARBOXYLATE